Di-tert-butyl-6-(p-tolyl)pyridine-2,3-diamine C(C)(C)(C)C=1C(=C(C(=NC1C1=CC=C(C=C1)C)N)N)C(C)(C)C